C1=NC=CC2=CC=C(C=C12)C1=C[C@H]2[C@@H]([C@H]2C1)C1=NOC(=N1)CN1C=NC=2N=CN(C2C1=O)C 1-((3-((1S,5S,6R)-3-(isoquinolin-7-yl)bicyclo[3.1.0]hex-2-en-6-yl)-1,2,4-oxadiazol-5-yl)methyl)-7-methyl-1,7-dihydro-6H-purin-6-one